FC1(C[C@H](NC1=O)COC1=NC=C(C2=CC(=C(C=C12)OC(C)C)C(=O)N)C#CC1CN(C1)C)F (S)-1-((4,4-difluoro-5-oxopyrrolidin-2-yl)methoxy)-7-isopropoxy-4-((1-methylazetidin-3-yl)ethynyl)isoquinoline-6-carboxamide